OC(C#CCOC=1C=CC=2N(C1)N=CC2C#N)(C)C 6-((4-hydroxy-4-methylpent-2-yn-1-yl)oxy)pyrazolo[1,5-a]pyridine-3-carbonitrile